N(CCCO)CCCO 3,3'-azanediyldipropan-1-ol